trans-1-(6-((3-cyclopropylphenyl)amino)pyrimidin-4-yl)-4-(3,4-dihydroisoquinolin-2(1H)-yl)piperidine C1(CC1)C=1C=C(C=CC1)NC1=CC(=NC=N1)N1CCC(CC1)N1CC2=CC=CC=C2CC1